tris((diethylphenyl)methyl)phenol C(C)C=1C(=C(C=CC1)CC1=C(C(=C(C=C1)O)CC1=C(C(=CC=C1)CC)CC)CC1=C(C(=CC=C1)CC)CC)CC